3-(4-(4-chlorophenoxy)phenyl)-1,2-dimethyl-5,6,7,8-tetrahydroquinolin-4(1H)-one ClC1=CC=C(OC2=CC=C(C=C2)C2=C(N(C=3CCCCC3C2=O)C)C)C=C1